ethan-2,2,2-d3 CC([2H])([2H])[2H]